C(CNC(OC1=C(C=CC=C1)C=1C=C2C(=C(C=NC2=CC1)C1=CC(=CC(=C1)C)F)N1CCC(CC1)=O)=O)NC(OC(C)(C)C)=O tert-butyl (2-(3-(3-fluoro-5-methylphenyl)-4-(4-oxopiperidin-1-yl)quinolin-6-yl)phenyl) ethane-1,2-diyldicarbamate